6-((1-aminonaphthalen-2-yl)oxy)-1H,3H-benzo[de]isochromene-1,3-dione NC1=C(C=CC2=CC=CC=C12)OC=1C=CC=2C(OC(C3=CC=CC1C23)=O)=O